2-[(4-methyl-5-phenyl-4H-1,2,4-triazol-3-yl)thio]-1-phenylethanone CN1C(=NN=C1C1=CC=CC=C1)SCC(=O)C1=CC=CC=C1